C(C1=CC=C(C=C1)N=C=O)C1=C(C=CC=C1)N=C=O 2,4'-Methylidendiphenyldiisocyanat